4-(5-methyl-1,3,4-thiadiazol-2-yl)-N-(4-(1-(2,2,2-trifluoroethyl)-1H-pyrazol-4-yl)quinolin-8-yl)benzamide CC1=NN=C(S1)C1=CC=C(C(=O)NC=2C=CC=C3C(=CC=NC23)C=2C=NN(C2)CC(F)(F)F)C=C1